3-Methyl-2-(4-{5-[(7S)-7-{3-oxa-6-azabicyclo[3.1.1]heptan-6-yl}-6,7,8,9-tetrahydro-5H-benzo[7]annulen-2-yl]-1H-pyrrolo[2,3-b]pyridin-3-yl}phenyl)pyridin-1-ium-1-olate CC=1C(=[N+](C=CC1)[O-])C1=CC=C(C=C1)C1=CNC2=NC=C(C=C21)C=2C=CC1=C(CC[C@H](CC1)N1C3COCC1C3)C2